ClC(C(=O)C=1C=C2CCNC2=CC1)Cl 5-(2,2-dichloro-acetyl)-1,3-dihydro-indole